CN(CCC=1C(=CC(N(C1)C(C(=O)N[C@@H](CC(=O)O)C=1C=C(C=C(C1F)C)C1=C(C=C(C=C1C)C)C)C(C)C)=O)C(F)(F)F)C (3S)-3-(2-(5-(2-(dimethylamino)ethyl)-2-oxo-4-(trifluoromethyl)pyridin-1(2H)-yl)-3-methylbutanamido)-3-(4-fluoro-2',4',5,6'-tetramethylbiphenyl-3-yl)propanoic acid